3-(4-methoxyphenoxy)propylamine COC1=CC=C(OCCCN)C=C1